propoxyglycidyl-sulfonate (propoxy glycidyl-sulfonate) C(CC)OC(C1CO1)S(=O)(=O)O.C(CC)OC(C1CO1)S(=O)(=O)O